copper (1,5-cyclooctadiene) C1=CCCC=CCC1.[Cu]